N-[4-(5,7-dimethoxy-4-oxo-3,4-dihydro-pyrido[2,3-d]pyrimidin-2-yl)-2,6-dimethyl-benzyl]-acetamide COC1=CC(=NC=2N=C(NC(C21)=O)C2=CC(=C(CNC(C)=O)C(=C2)C)C)OC